chloro-2-(m-tolyl)-1,2-dihydro-2,3,7-triaza-1-bora-1-naphthol ClC1=NN(B(C2=CN=CC=C12)O)C=1C=C(C=CC1)C